N1SC=C(C2=C1C=CC=C2)O 1H-2,1-benzothiazin-4-ol